5-Cyclopropyl-pyridazin C1(CC1)C=1C=CN=NC1